4-((3-chlorobenzyl)amino)-6-(3,5-dimethylisoOxazol-4-yl)quinazoline-2-carboxamide methyl-(2,4,6-trimethylbenzoyl)phenylphosphinate COP(=O)(C1=CC=CC=C1)C(C1=C(C=C(C=C1C)C)C)=O.ClC=1C=C(CNC2=NC(=NC3=CC=C(C=C23)C=2C(=NOC2C)C)C(=O)N)C=CC1